(R)-N-(1-cyanopyrrolidin-3-yl)-6-(3,5-dimethyl-isoxazol-4-yl)-1H-indole-2-carboxamide C(#N)N1C[C@@H](CC1)NC(=O)C=1NC2=CC(=CC=C2C1)C=1C(=NOC1C)C